ClC1=CC=C2C(=CC=NC2=C1)NC(CCCN(CC)CC)C 4-N-[7-chloroquinolin-4-yl]-1-N,1-N-diethylpentane-1,4-diamine